N1=C(C=CC=C1)/C=C/C1=NNC2=CC(=CC=C12)SC=1C=C(C=CC1)NC(CC=1C=C(C=CC1)C)=O (E)-N-(3-((3-(2-(pyridin-2-yl)vinyl)-1H-indazol-6-yl)thio)phenyl)-2-(m-tolyl)acetamide